1-(2-thienyl)propan-1-ol S1C(=CC=C1)C(CC)O